N1N=CC2=CC(=CC=C12)CC(C(N1CCNCC1)=O)NC(=O)N1CCC(CC1)N1C(NC2=CC=CC=C2C1)=O 4-(2-Oxo-1,4-dihydro-2H-quinazolin-3-yl)-piperidine-1-carboxylic acid [1-(1H-indazol-5-ylmethyl)-2-oxo-2-piperazin-1-yl-ethyl]-amide